N(=[N+]=[N-])C(=O)[C@H]1[C@@](C1)(C(F)(F)F)C1=C(C(=O)OC(C)(C)C)C=CC(=C1)Br tert-butyl 2-(trans-2-(azidocarbonyl)-1-(trifluoromethyl)cyclopropyl)-4-bromobenzoate